ClCC1=NC(=NO1)C1=CC(=C(C=C1)F)C(F)(F)F (chloromethyl)-3-(4-fluoro-3-(trifluoromethyl)phenyl)-1,2,4-oxadiazole